4-(aminomethyl)-6-(7-chloroimidazo[1,2-a]pyridin-3-yl)phthalazin-1(2H)-one NCC1=NNC(C2=CC=C(C=C12)C1=CN=C2N1C=CC(=C2)Cl)=O